S(=O)(=O)(OCCCCCC(C)C)[O-].[Na+] Sodium isooctyl sulfate